2-amino-4-methoxypyrimidine-5-boronic acid pinacol ester NC1=NC=C(C(=N1)OC)B1OC(C)(C)C(C)(C)O1